N1[C@@H](CCC1)C1=NN=NN1 5-[(2S)-pyrrolidin-2-yl]-1H-1,2,3,4-tetrazole